4-((5-(1-(2,2-difluoroethyl)-2-methyl-1H-imidazo[4,5-b]pyrazin-6-yl)pyrrolo[2,1-f][1,2,4]triazin-2-yl)amino)-1-methylcyclohexane-1-ol FC(CN1C(=NC=2C1=NC(=CN2)C=2C=CN1N=C(N=CC12)NC1CCC(CC1)(O)C)C)F